ethyl-p-phenyl-N-(2,4,6-trifluorobenzyl)phosphoramide C(C)N(P(=O)(N)N)CC1=C(CC(C=C1F)(F)C1=CC=CC=C1)F